5-(3-(2,5-difluorophenyl)morpholino)pyrazolo[1,5-a]pyrimidine-3-carboxylic acid FC1=C(C=C(C=C1)F)C1COCCN1C1=NC=2N(C=C1)N=CC2C(=O)O